C1(CC1)CN1[C@H]2[C@H]3CC[C@H]([C@H]4[C@]3(C=C1)C1=C(O4)C(=CC=C1C2)OC)N2C(C1=CC=CC=C1C2=O)=O (4R,4aS,7R,7aR,12bS)-3-(cyclopropylmethyl)-7-(1,3-dioxoisoindolin-2-yl)-9-methoxy-3,4,5,6,7,7a-hexahydro-4aH-4,12-methanobenzofuro[3,2-e]isoquinolin